1-(2-methoxybenzyl)-6-methyl-1,3-dihydro-2H-benzo[d]imidazol-2-one Tert-butyl-5-methyl-2-oxo-2,3-dihydro-1H-benzo[d]imidazole-1-carboxylate C(C)(C)(C)OC(=O)N1C(NC2=C1C=CC(=C2)C)=O.COC2=C(CN1C(NC3=C1C=C(C=C3)C)=O)C=CC=C2